BrCCCCCOC1=C(CNC(=O)[C@H]2N(C[C@@H](C2)O)C([C@H](C(C)(C)C)NC(=O)C2(CC2)F)=O)C=CC(=C1)C1=C(N=CS1)C (2S,4R)-N-(2-((5-bromopentyl)oxy)-4-(4-methylthiazol-5-yl)benzyl)-1-((S)-2-(1-fluorocyclopropane-1-carboxamido)-3,3-dimethylbutanoyl)-4-hydroxypyrrolidine-2-carboxamide